2-(2-hydroxypropyl) phthalate C(C=1C(C(=O)OCC(C)O)=CC=CC1)(=O)[O-]